6-chloro-3-(((R)-1-(2-(1-((1S*,4S*)-4-methoxycyclohexyl)-5-methyl-1H-pyrazol-4-yl)-3,6-dimethyl-4-oxo-3,4-dihydroquinazolin-8-yl)ethyl)amino)-N-(methylsulfonyl)picolinamide ClC1=CC=C(C(=N1)C(=O)NS(=O)(=O)C)N[C@H](C)C=1C=C(C=C2C(N(C(=NC12)C=1C=NN(C1C)C1CCC(CC1)OC)C)=O)C